5-chloro-1'-{2-[1-(3-hydroxy-3-methylcyclobutyl)-4-(trifluoromethyl)-1H-1,3-benzimidazol-6-yloxy]ethyl}spiro[indoline-3,4'-piperidin]-2-one ClC=1C=C2C(=CC1)NC(C21CCN(CC1)CCOC=1C=C(C2=C(N(C=N2)C2CC(C2)(C)O)C1)C(F)(F)F)=O